ClC=1C=C(C=2C(\C(\CCC2C1C)=N/O)=O)NC(C)=O (Z)-N-(3-chloro-7-(hydroxyimino)-4-methyl-8-oxo-5,6,7,8-tetrahydronaphthalen-1-yl)acetamide